CC=1N=C(NC1C)C=1N=CN2C1C=CC(=C2)C=2C(=C(C=CC2F)NS(=O)(=O)C=2C(=NC=C(C2)F)C)F N-(3-(1-(4,5-dimethyl-1H-imidazol-2-yl)imidazo[1,5-a]pyridin-6-yl)-2,4-difluorophenyl)-5-fluoro-2-methylpyridine-3-sulfonamide